N-(2-(1H-pyrazol-1-yl)benzyl)-2-chloro-9-ethyl-9H-purin-6-amine N1(N=CC=C1)C1=C(CNC2=C3N=CN(C3=NC(=N2)Cl)CC)C=CC=C1